CC(CC1CN(CCN1)C=1N=NC(=CN1)C1=C(C=C(C=C1)C=1C=NNC1)O)C 2-{3-[3-(2-methylpropyl)piperazin-1-yl]-1,2,4-triazin-6-yl}-5-(1H-pyrazol-4-yl)phenol